3-(3-(3-fluoro-4-methyl-5-(pyrazolo[1,5-a]pyridine-3-carboxamido)phenyl)-1,2,4-oxadiazol-5-yl)azetidine-1-carboxylic acid methyl ester COC(=O)N1CC(C1)C1=NC(=NO1)C1=CC(=C(C(=C1)NC(=O)C=1C=NN2C1C=CC=C2)C)F